ClC1=CC=C(C=C1)C(=O)C1=NC=CC=C1 (4-chlorophenyl)-(pyridine-2-yl)-methanone